CC1(OB(OC1(C)C)C1=CC=C(CCP(OCC2=CC=CC=C2)(OCC2=CC=CC=C2)=O)C=C1)C Dibenzyl (4-(4,4,5,5-tetramethyl-1,3,2-dioxaborolan-2-yl)phenethyl)phosphonate